C1(C=CC(N1C1=CC=C(C=C1)N1C(C=CC1=O)=O)=O)=O 1,4-bismaleimidylbenzene